[N].C1(=CC=CC=C1)C1=NN2C(C=CC=C2)=N1 2-phenyl-[1,2,4]triazolo[1,5-a]pyridine nitrogen